FC=1C=C(C=NC1S(=O)(=O)C)C1=CC(=NC2=C(N=CC=C12)C1=CC=NN1)N1[C@@H](COCC1)C 4-[5-fluoro-6-(methylsulfonyl)pyridin-3-yl]-2-[(3R)-3-methylmorpholin-4-yl]-8-(1H-pyrazol-5-yl)-1,7-naphthyridine